6-[4-(trifluoromethoxy)phenyl]pyrido[3,2-d]pyrimidine-8-carboxamide FC(OC1=CC=C(C=C1)C=1C=C(C=2N=CN=CC2N1)C(=O)N)(F)F